ClC1=CC=C(C=C1)C=1C(=NC=NC1C=1C=NN(C1)CC1=CC(=CC=C1)OC)N 5-(p-chlorophenyl)-6-{1-[(m-methoxyphenyl)methyl]-1H-pyrazol-4-yl}-4-pyrimidinylamine